N-(2-chlorophenyl-1,3-dioxo-5-isoindolyl)-3-bromo-1-(3-chloro-2-pyridinyl)-1H-pyrazole-5-carboxamide ClC1=C(C=CC=C1)C1=C2C(NC(C2=CC=C1NC(=O)C1=CC(=NN1C1=NC=CC=C1Cl)Br)=O)=O